CC=1C(=C(C=C(C1)C)O)C=1N=NC(=CC1)N[C@H]1CNCCC1 (R)-3,5-dimethyl-2-(6-(piperidin-3-ylamino)pyridazin-3-yl)phenol